5-chloro-6-(2-methoxyethoxy)-3-[3-(6-methylpyridin-3-yl)-1,2-oxazol-5-yl]-1H-indazole ClC=1C=C2C(=NNC2=CC1OCCOC)C1=CC(=NO1)C=1C=NC(=CC1)C